(R)-1-chloro-3-(2-chloro-4-(2-(4-((R)-2-hydroxy-3-(4-(hydroxymethyl)-1H-1,2,3-triazol-1-yl)propoxy)phenyl)propan-2-yl)phenoxy)propan-2-ol ClC[C@@H](COC1=C(C=C(C=C1)C(C)(C)C1=CC=C(C=C1)OC[C@@H](CN1N=NC(=C1)CO)O)Cl)O